tert-Butyl 4-(6-bromo-4-oxo-3,4-dihydroquinazolin-2-yl)piperidine-1-carboxylate BrC=1C=C2C(NC(=NC2=CC1)C1CCN(CC1)C(=O)OC(C)(C)C)=O